Cl.C(C)N1N=CC(=C1)C=1C=C(C(=NC1)C=1SC=2N=C(SC2N1)N(C1CC(NC(C1)(C)C)(C)C)C)O 5-(1-ethyl-1H-pyrazol-4-yl)-2-{5-[methyl(2,2,6,6-tetramethylpiperidin-4-yl)amino][1,3]thiazolo[5,4-d][1,3]thiazol-2-yl}pyridin-3-ol hydrochloride